BrC1=CC=CC(=N1)C=1C=NC(=CC1)S(=O)(=O)C 6-bromo-6'-methanesulfonyl-2,3'-bipyridine